Methyl 4-(N-(2,4-dimethoxybenzyl)-N-(1,2,4-thiadiazol-5-yl) sulfonylamino)-2,5-difluorobenzoate COC1=C(CN(S(=O)(=O)C2=NC=NS2)C2=CC(=C(C(=O)OC)C=C2F)F)C=CC(=C1)OC